ClC1=NC=CC(=N1)C(F)(F)F 2-chloro-4-(trifluorometh-yl)pyrimidine